OC=1C=CC(=C(C1)C1=CC(=NC2=CC=CC=C12)C(=O)N)C 4-(5-hydroxy-2-methyl-phenyl)quinoline-2-carboxamide